S1C2=C(C=C1)C(=CC=C2)N2CCN(CC2)CCCCOC2=CC=C1C=CC(N(C1=C2)C(=O)NCCCCCCCCCC)=O 7-(4-(4-(benzo[b]thiophen-4-yl)piperazin-1-yl)butoxy)-N-decyl-2-oxoquinoline-1(2H)-carboxamide